5-(Azetidin-2-ylmethoxy)-2-methyl-N-(1-(7-(1-methyl-1H-pyrazol-5-yl)quinolin-5-yl)cyclopropyl)benzamide N1C(CC1)COC=1C=CC(=C(C(=O)NC2(CC2)C2=C3C=CC=NC3=CC(=C2)C2=CC=NN2C)C1)C